CC1=CC=C(N=N1)OC=1C=NC=2N(C1)N=CC2 6-(6-Methylpyridazin-3-yl)oxypyrazolo[1,5-a]pyrimidine